(S)-3-amino-4-(difluoromethylene)cyclopent-1-en N[C@H]1C=CCC1=C(F)F